Cl.N12CC(C(CC1)CC2)C(=O)O 1-azabicyclo[2.2.2]octane-3-carboxylic acid hydrochloride